C[C@@H]1CC[C@@]2(CC[C@@]3(C(=CC[C@H]4[C@]3(CC[C@@H]5[C@@]4(CC[C@@H]([C@@]5(C)CO)O)C)C)[C@@H]2[C@H]1C)C)C(=O)O[C@H]6[C@@H]([C@H]([C@@H]([C@H](O6)CO)O)O)O The molecule is a triterpenoid saponin that is 28-O-beta-D-glucopyranosyl derivative of 23-hydroxyursolic acid. It has been isolated from the leaves and twigs of Juglans sinensis. It has a role as a plant metabolite. It is a pentacyclic triterpenoid, a carboxylic ester, a beta-D-glucoside, a monosaccharide derivative and a triterpenoid saponin. It derives from a 23-hydroxyursolic acid. It derives from a hydride of an ursane.